CC1=NN=C(C2=CC(=CC=C12)C1CC(NCC1)=O)N[C@H](C)C1=C(C(=CC=C1)C(F)(F)F)C 4-(1-methyl-4-(((R)-1-(2-methyl-3-(trifluoromethyl)phenyl)ethyl)amino)phthalazin-6-yl)piperidin-2-one